2-fluoro-N-[2-[4-(hydroxymethyl)cyclohexyl]-6-methoxy-indazol-5-yl]-3-(trifluoromethyl)benzamide FC1=C(C(=O)NC2=CC3=CN(N=C3C=C2OC)C2CCC(CC2)CO)C=CC=C1C(F)(F)F